o-aminophenol NC1=C(C=CC=C1)O